4-(6-methoxy-1-((2-(trimethylsilyl)ethoxy)methyl)-1H-indazol-5-yl)-6-methylnicotinic acid COC1=C(C=C2C=NN(C2=C1)COCC[Si](C)(C)C)C1=CC(=NC=C1C(=O)O)C